(E)-2-(2-(4,4-dimethylcyclohex-1-en-1-yl)vinyl)-1,3-dioxolan CC1(CC=C(CC1)/C=C/C1OCCO1)C